(7R)-N-[(3ar,7as)-1-methyl-octahydro-1H-indol-5-yl]-4-[5-(5-fluoro-2-methoxypyridin-4-yl)-1H-pyrazole-3-carbonyl]-4-azaspiro[2.5]octane-7-carboxamide CN1CC[C@@H]2CC(CC[C@H]12)NC(=O)[C@@H]1CCN(C2(CC2)C1)C(=O)C1=NNC(=C1)C1=CC(=NC=C1F)OC